FC=1C=C2N=C(C(=NC2=CC1F)C1=CC=C(C=C1)C1=CC=CC=2OC3=CC=CC=C3NC12)C1=CC=C(C=C1)C1=CC=CC=2OC3=CC=CC=C3NC12 ((6,7-difluoroquinoxaline-2,3-Diyl)bis(4,1-phenylene))bis(10H-phenoxazine)